Dimethyl (±)-trans-1,2-cyclopropanedicarboxylate [C@@H]1([C@@H](C1)C(=O)OC)C(=O)OC |r|